2-(10-bromodecyl)isoindolin-1,3-dione BrCCCCCCCCCCN1C(C2=CC=CC=C2C1=O)=O